BrC=1C2=C(N(N=C2C=CC1)C(C)C)C(=O)OC methyl 4-bromo-2-isopropyl-indazole-3-carboxylate